CC1(N2B(OCC1)C1=C(C(=N2)C2[C@H]3CC4(CC(C[C@H]2C4)C3)O)C3=C(N=C1)NC=C3)C (1s,3R,4s,5S,7s)-4-(7,7-dimethyl-8,9-dihydro-1H,7H-pyrrolo[3'',2'':5',6']pyrido[3',4':4,5][1,2,3]diazaborinino[3,2-b][1,3,2]oxazaborinin-4-yl)adamantan-1-ol